8-chloro-6-(2-fluorophenyl)-N-(2-ureidoethyl)-4H-pyrazolo[1,5-a][1,4]benzodiazepine-2-carboxamide ClC=1C=CC2=C(C(=NCC=3N2N=C(C3)C(=O)NCCNC(=O)N)C3=C(C=CC=C3)F)C1